tert-butyl 3-(3-chloro-4-((3-methoxypropyl)(methyl)carbamoyl) phenylamino)azetidine-1-carboxylate ClC=1C=C(C=CC1C(N(C)CCCOC)=O)NC1CN(C1)C(=O)OC(C)(C)C